4-(2,6-dimethylphenyl)piperazine CC1=C(C(=CC=C1)C)N1CCNCC1